OC[C@H](C1=CC=CC=C1)NC1=CC(=NC=C1C1=NC2(CO1)CNCC2)NC2=CC=C1C(=N2)N(NC1=O)C 6-((4-(((S)-2-hydroxy-1-phenylethyl)amino)-5-(3-oxa-1,7-diazaspiro[4.4]non-1-en-2-yl)pyridin-2-yl)amino)-1-methyl-1,2-dihydro-3H-pyrazolo[3,4-b]pyridin-3-one